butyl 2,4,6-trimethylpyrimidine-5-carboxylate CC1=NC(=C(C(=N1)C)C(=O)OCCCC)C